[chloro(difluoro)methoxy]aniline ClC(ONC1=CC=CC=C1)(F)F